6-(3-isopropyl-5-(2-(tetrahydro-2H-pyran-4-yl)octahydrocyclopenta[c]pyrrol-5-yl)-1H-indol-2-yl)-7,8-dimethyl-[1,2,4]triazolo[4,3-a]pyridine C(C)(C)C1=C(NC2=CC=C(C=C12)C1CC2C(CN(C2)C2CCOCC2)C1)C=1C(=C(C=2N(C1)C=NN2)C)C